sodium lauroylmethyltaurine C(CCCCCCCCCCC)(=O)N(CCS(=O)(=O)O)C.[Na]